C(CCC)OC1=CC=C(C=C1)S(=O)(=O)NCCC1=CC=C(C(=O)O)C=C1 4-(2-(4-butoxyphenylsulfonylamino)ethyl)benzoic acid